2-benzenesulfonyl-2-(2-chlorophenyl)acetic acid methyl ester COC(C(C1=C(C=CC=C1)Cl)S(=O)(=O)C1=CC=CC=C1)=O